2-(6-fluoro-2,3-dihydro-1H-indene-1-ylidene)acetonitrile FC1=CC=C2CCC(C2=C1)=CC#N